(3R,4S,8R,9S,10S)-9-(4-bromophenyl)-10-((dimethylamino)methyl)-3,4-dihydroxy-N-(4-methoxyphenyl)-1,6-diazabicyclo[6.2.0]decane-6-carboxamide BrC1=CC=C(C=C1)[C@@H]1[C@@H]2CN(C[C@@H]([C@@H](CN2[C@@H]1CN(C)C)O)O)C(=O)NC1=CC=C(C=C1)OC